piperidineOne N1C(CCCC1)=O